racemic-2-[5-(ethylsulfonimidoyl)-6-[3-methyl-6-(trifluoromethyl)imidazo[4,5-b]pyridin-2-yl]-3-pyridyl]-2-methyl-propanenitrile C(C)[S@](=O)(=N)C=1C=C(C=NC1C1=NC=2C(=NC=C(C2)C(F)(F)F)N1C)C(C#N)(C)C |r|